ClC1=CC=C(C=C1)[C@H](C(F)(F)F)OC(NC1=CC=C(C=C1)[C@@H]1CNCC1)=O |r| (RS)-(4-Pyrrolidin-3-yl-phenyl)-carbamic acid (RS)-1-(4-chloro-phenyl)-2,2,2-trifluoro-ethylester